4-methyl-6-bromo-8-(N-Boc-2-aminoethoxy)quinazoline (1-(4-(trifluoromethyl)phenyl)-1,2,3,4-tetrahydro-1,5-naphthyridin-3-yl)methyl-methanesulfonate FC(C1=CC=C(C=C1)N1CC(CC2=NC=CC=C12)CCS(=O)(=O)O)(F)F.CC1=NC=NC2=C(C=C(C=C12)Br)OCCNC(=O)OC(C)(C)C